ClC=1C=C(C=C(C1)Cl)S(=O)(=O)N1[C@@H](CCC1)C(=O)OC (S)-methyl 1-((3,5-dichlorophenyl)sulfonyl)pyrrolidine-2-carboxylate